Cl.N[C@H](C(=O)NC1=CC=C2C=NN(C2=C1)C=1C=C(C=CC1)C)CO (S)-2-amino-3-hydroxy-N-(1-(m-tolyl)-1H-indazol-6-yl)propanamide hydrochloride